5-chloro-2-fluoro-3-((6-oxo-4-(perfluoroethyl)-1,6-dihydropyrimidin-5-yl)oxy)benzonitrile ClC=1C=C(C(=C(C#N)C1)F)OC1=C(N=CNC1=O)C(C(F)(F)F)(F)F